dichlorophenyl-methylnaphthalene ClC1=C(C(=C(C2=CC=CC=C12)C)C1=CC=CC=C1)Cl